4-chloro-1-isopropyl-3-nitro-pyridin-2-one ClC1=C(C(N(C=C1)C(C)C)=O)[N+](=O)[O-]